2-mercaptomethyl-benzimidazole zinc salt [Zn].SCC=1NC2=C(N1)C=CC=C2